Methyl 2-(3-bromophenyl)-2-diazoacetate BrC=1C=C(C=CC1)C(C(=O)OC)=[N+]=[N-]